C(C=C)(=O)N1C[C@@H](CCC1)N1N=C(C=2C1=NC=NC2N)C2=CC=C(C1=C2OCO1)NC(=O)C=1OC2=C(C1)C=C(C=C2)F (R)-N-(7-(1-(1-acryloylpiperidin-3-yl)-4-amino-1H-pyrazolo[3,4-d]pyrimidin-3-yl)benzo[d][1,3]dioxol-4-yl)-5-fluorobenzofuran-2-carboxamide